CN1C=NC(=C1)C1=NC=CC(=C1)OC=1C=CC(=NC1)N 5-((2-(1-methyl-1H-imidazol-4-yl)pyridin-4-yl)oxy)pyridin-2-amine